[I-].C(CCCCCCCC)OC(CCCCC\C=C/CCC[P+](C)(C)C)OCCCCCCCCC (4Z)-11,11-dinonyloxy-4-undecenyltrimethylphosphonium iodide